ethyl 4-(2-acetoxyphenyl)-1-(3-(methoxycarbonyl)phenyl)-6-methyl-2-oxo-1,2,3,4-tetrahydropyrimidine-5-carboxylate C(C)(=O)OC1=C(C=CC=C1)C1NC(N(C(=C1C(=O)OCC)C)C1=CC(=CC=C1)C(=O)OC)=O